p-nitrobenzeneOne [N+](=O)([O-])C1=CCC(C=C1)=O